Cl.CN1C(OC2=C1C(=CC=C2)C2CCNCC2)=O 3-methyl-4-(4-piperidinyl)-1,3-benzoxazol-2-one hydrochloride